Ethyl-(S,E)-2-((3-(7-(dimethylamino)-2-((dimethylcarbamoyl)oxy)-7-oxohept-5-enamido)-2-oxopyridin-1(2H)-yl)methyl)-5,6-difluoro-1H-benzo[d]imidazol-1-carboxylat C(C)OC(=O)N1C(=NC2=C1C=C(C(=C2)F)F)CN2C(C(=CC=C2)NC([C@H](CC\C=C\C(=O)N(C)C)OC(N(C)C)=O)=O)=O